C(#C)[SiH2]C(C1=COC=C1)C1=COC=C1 ethynyldi(3-furyl)methylsilane